NC1=C2C(=NC=N1)N(N=C2C2=CC=C(C=C2)OC2=CC=CC=C2)C2CCC(CC2)N2CCN(CC2)C2CN(C2)C=2C=C1C(N(C(C1=CC2F)=O)[C@H]2C(NC(CC2)=O)=O)=O 5-(3-(4-((1r,4r)-4-(4-amino-3-(4-phenoxyphenyl)-1H-pyrazolo[3,4-d]pyrimidine-1-yl)cyclohexyl)piperazin-1-yl)azetidin-1-yl)-6-fluoro-2-((R)-2,6-dioxopiperidin-3-yl)Isoindoline-1,3-dione